4-fluorophenyl isonitrile FC1=CC=C(C=C1)[N+]#[C-]